water, Zirconium salt [Zr].O